2-bromo-5-(2-bromo-1-phenylvinyl)thiophen-3-amine BrC=1SC(=CC1N)C(=CBr)C1=CC=CC=C1